N1=CC=CC2=C(C=CC=C12)CCCC=O 4-(quinolin-5-yl)butan-1-one